CN1CCN(CC1)CC(=O)NC1=CC=2CC3=CC=CC(=C3SC2C=C1)C=1OC(=CC(C1)=O)N1CCOCC1 2-(4-methylpiperazin-1-yl)-N-[5-(6-morpholino-4-oxopyran-2-yl)thioxanthen-2-yl]acetamide